ClC=1C=CC(=C(C1)C=1N(C(N=CC1)=O)Cl)N1N=NC(=C1)C(F)(F)F 4-(5-chloro-2-(4-(trifluoromethyl)-1H-1,2,3-triazol-1-yl)phenyl)-3-chloropyrimidin-2(3H)-one